2-Chloro-5-methyl-N4-(3-[3-(methylethyl)ureido]phenyl)-pyrimidin-4-amine ClC1=NC=C(C(=N1)NC1=CC(=CC=C1)NC(=O)NC(C)C)C